Ethyl (2-methoxypyrimidin-5-yl)acetate COC1=NC=C(C=N1)CC(=O)OCC